[N+](=O)([O-])C1=C(C(=CC=C1[N+](=O)[O-])[N+](=O)[O-])O 2,3,6-trinitrophenol